The molecule is the L-enantiomer of isoleucine. It has a role as a Saccharomyces cerevisiae metabolite, an Escherichia coli metabolite, a plant metabolite, a human metabolite, an algal metabolite and a mouse metabolite. It is an aspartate family amino acid, a proteinogenic amino acid, an isoleucine and a L-alpha-amino acid. It is a conjugate base of a L-isoleucinium. It is a conjugate acid of a L-isoleucinate. It is an enantiomer of a D-isoleucine. It is a tautomer of a L-isoleucine zwitterion. CC[C@H](C)[C@@H](C(=O)O)N